tert-butyl (1R,5S,6s)-6-(2-chloro-4-(1-methyl-5-(3-(trifluoromethyl)-1H-pyrazol-4-yl)-1H-imidazole-2-carboxamido)benzamido)-3-azabicyclo[3.1.0]hexane-3-carboxylate ClC1=C(C(=O)NC2[C@@H]3CN(C[C@H]23)C(=O)OC(C)(C)C)C=CC(=C1)NC(=O)C=1N(C(=CN1)C=1C(=NNC1)C(F)(F)F)C